C(C1=CC=CC=C1)OC=1C=C2C(=NC1)C=CN2C[C@@H]2CC[C@H](CC2)C(=O)O trans-4-[(6-benzyloxypyrrolo[3,2-b]pyridin-1-yl)methyl]cyclohexanecarboxylic acid